C1(=CC=C(C=C1)[B-](C1=CC=C(C=C1)C)(C1=CC=C(C=C1)C)C1=CC=C(C=C1)C)C.C(CCCCCCCCCCCCCCCCC)[NH+](C)CCCCCCCCCCCCCCCCCC dioctadecyl-methylammonium tetrakis(p-tolyl)borate